C(C)OC(=O)C1=C(C2=C(N=CN2)C(=C1)C1=CC=C(C=C1)OC(F)(F)F)Br 4-bromo-7-[4-(trifluoromethoxy)phenyl]-3H-benzoimidazole-5-carboxylic acid ethyl ester